1-(2,5-dimethoxy-4-vinylphenyl)butan-2-amine COC1=C(C=C(C(=C1)C=C)OC)CC(CC)N